Cl.ClC=1C=CC(=C(CNC2CNC2)C1)OCC N-(5-chloro-2-ethoxybenzyl)azetidin-3-amine hydrochloride